1-(4-(8-((4-((4-fluoro-1-methyl-1H-benzo[d][1,2,3]triazol-5-yl)oxy)-3-methylphenyl)amino)pyrimido[5,4-d]pyrimidin-2-yl)piperazin-1-yl)prop-2-en-1-one FC1=C(C=CC=2N(N=NC21)C)OC2=C(C=C(C=C2)NC2=NC=NC1=C2N=C(N=C1)N1CCN(CC1)C(C=C)=O)C